sodium calcium L-ascorbate O=C1C(O)=C([O-])[C@H](O1)[C@@H](O)CO.[Ca+2].[Na+].O=C1C(O)=C([O-])[C@H](O1)[C@@H](O)CO.O=C1C(O)=C([O-])[C@H](O1)[C@@H](O)CO